ClC=1C=C(N2N=C(N=CC21)NC=2C(=NN(C2)C(C#N)(C)C)C)C2CC2 2-(4-((5-Chloro-7-cyclopropylpyrrolo[2,1-f][1,2,4]triazin-2-yl)amino)-3-methyl-1H-pyrazol-1-yl)-2-methylpropanenitrile